(S)-2-(Fmoc-amino)-3-((tert-butoxycarbonyl)amino)propionic acid C(=O)(OCC1C2=CC=CC=C2C2=CC=CC=C12)N[C@H](C(=O)O)CNC(=O)OC(C)(C)C